NC(C)C=1C(=NC=CN1)C=1OC(C(N(N1)C)=O)C 2-[3-(1-aminoethyl)pyrazin-2-yl]-4,6-dimethyl-1,3,4-oxadiazin-5-one